COC1=C(NCC#CC=2C=C(C3=C(N(C=N3)CC(F)(F)F)C2)C(=O)NC2[C@H](CN(CC2)C2CCOCC2)C)C=CC(=C1)C(NC)=O 6-[3-[2-methoxy-4-(methylcarbamoyl)anilino]prop-1-ynyl]-N-[(3S)-3-methyl-1-tetrahydropyran-4-yl-4-piperidyl]-1-(2,2,2-trifluoroethyl)benzimidazole-4-carboxamide